2-((3-chloro-4-fluorophenyl)(((trans)-4-(trifluoromethyl)cyclohexyl)oxy)methyl)-5-methyl-4-(methylsulfonyl)-1H-imidazole ClC=1C=C(C=CC1F)C(C=1NC(=C(N1)S(=O)(=O)C)C)O[C@@H]1CC[C@H](CC1)C(F)(F)F